ClC=1C2=C(C(N(C1)C1=CC(=CC=C1)C1(CC(C1)C)C1=NN=CN1C)=O)NC(=C2)CN2C([C@H](CCC2([2H])[2H])C)([2H])[2H] 4-Chloro-6-(3-((1S,3R)-3-methyl-1-(4-methyl-4H-1,2,4-triazol-3-yl)cyclobutyl)phenyl)-2-(((S)-3-methylpiperidin-1-yl-2,2,6,6-d4)methyl)-1,6-dihydro-7H-pyrrolo[2,3-c]pyridin-7-one